C1(CC1)CN1N=CC(=C1)C=1C(=CC(N(C1)C)=O)C1=CC=C(C=C1)C(F)(F)F 5-(1-Cyclopropylmethyl-1H-pyrazol-4-yl)-1-methyl-4-(4-trifluoromethyl-phenyl)-1H-pyridin-2-one